(5,6,7,8-tetrahydroimidazo[1,2-a]pyridin-7-yl)methanol N=1C=CN2C1CC(CC2)CO